9,9-di-octylfluorene C(CCCCCCC)C1(C2=CC=CC=C2C=2C=CC=CC12)CCCCCCCC